BrC=1C2=C(C=NC1)C=NN2CCOC 7-bromo-1-(2-methoxyethyl)pyrazolo[4,3-c]pyridine